N[C@H]1CS(C2=C(N(C1=O)CC1=CC=C(C=C1)Cl)C=C(C(=C2)F)C2=NOC(=N2)C(C#N)(C)C)(=O)=O 2-[3-[(3R)-3-amino-5-[(4-chlorophenyl)methyl]-8-fluoro-1,1,4-trioxo-2,3-dihydro-1λ6,5-benzothiazepin-7-yl]-1,2,4-oxadiazol-5-yl]-2-methyl-propanenitrile